C(C1=C(C=CC2=CC=CC=C12)C(=O)[O-])C1=C(C=CC2=CC=CC=C12)C(=O)[O-] methylenebis-β-naphthoate